O1C(C1)COC(NCCC[Si](OCC)(OCC)OCC)=O (oxiran-2-yl)methyl-N-[3-(triethoxysilyl)propyl]carbamate